C(C1=CC=CC=C1)(=O)SSC(C1=CC=CC=C1)=O monobenzoyl disulfide